(9R,13S)-13-[4-(3-Chlorophenyl)-6-oxo-1,6-dihydropyrimidin-1-yl]-3,9-dimethyl-3,4,7,15-tetraazatricyclo[12.3.1.02,6]octadeca-1(18),2(6),4,14,16-pentaen-8-one trifluoroacetate FC(C(=O)O)(F)F.ClC=1C=C(C=CC1)C=1N=CN(C(C1)=O)[C@H]1CCC[C@H](C(NC=2C=NN(C2C=2C=CN=C1C2)C)=O)C